CN(C1=NC(=NC(=C1)N1CCOC2(C1)CCCCC2)C(F)(F)F)CC2CN(CCO2)S(=O)(=O)C N-methyl-N-((4-(methylsulfonyl)morpholin-2-yl)methyl)-6-(1-oxa-4-azaspiro[5.5]undecan-4-yl)-2-(trifluoromethyl)pyrimidin-4-amine